tert-butyl 2-(6-bromo-1-(tetrahydro-2H-pyran-2-yl)-1H-indazol-3-yl)-3a,4,6,6a-tetrahydropyrrolo[3,4-d]imidazole-5(1H)-carboxylate BrC1=CC=C2C(=NN(C2=C1)C1OCCCC1)C1=NC2C(N1)CN(C2)C(=O)OC(C)(C)C